6-(4-(4-chloro-2-hydroxyphenyl)-5-hydroxy-1H-pyrazol-1-yl)nicotinic acid ClC1=CC(=C(C=C1)C=1C=NN(C1O)C1=NC=C(C(=O)O)C=C1)O